Imidazo[1,2-a]pyrazine N=1C=CN2C1C=NC=C2